COC=1C=CC=C2C(=NC=NC12)N1CC(CC1)CO (1-(8-methoxyquinazolin-4-yl)pyrrolidin-3-yl)methanol